N4-(4-(3,3-dimethyl-5-(1-methyl-1H-pyrazol-4-yl)-2,3-dihydro-1H-pyrrolo[3,2-b]pyridin-1-yl)pyridin-2-yl)-N1-(2-(dimethylamino)ethyl)-5-methoxy-N1-methylbenzene-1,2,4-triamine CC1(CN(C=2C1=NC(=CC2)C=2C=NN(C2)C)C2=CC(=NC=C2)NC=2C=C(C(=CC2OC)N(C)CCN(C)C)N)C